CC(=O)OC[C@@H]1[C@H]([C@@H]([C@H]([C@@H](O1)OC2=CC3=C(C=C2)C(=O)C(=CO3)C4=CC=C(C=C4)O)O)O)O The molecule is a glycosyloxyisoflavone that is daidzein in which the phenolic hydrogen at position 7 has been replaced by a 6-O-acetyl-beta-D-glucosyl residue. It has a role as a plant metabolite and a human xenobiotic metabolite. It is a beta-D-glucoside, an O-acyl carbohydrate, an acetate ester, a glycosyloxyisoflavone, a hydroxyisoflavone, a monosaccharide derivative and a member of phenols. It derives from a daidzein.